C(=CCCCC)O 1-HEXENOL